NC=1C(=NC(=CN1)C1=NC=CC=C1C(F)(F)F)C(=O)NC1=NC=CC=C1N1CC(C(CC1)(CCO)N)F 3-amino-N-(3-(4-amino-3-fluoro-4-(2-hydroxyethyl)piperidin-1-yl)pyridin-2-yl)-6-(3-(trifluoromethyl)pyridin-2-yl)pyrazine-2-carboxamide